OC1=CC=C(C=C1)CCC(=O)NCCOCCOCCOCCOCCOCCOCCC(=O)N 1-(3-(4-hydroxyphenyl)propionamido)-3,6,9,12,15,18-hexaoxaheneicosane-21-amide